C1(CC1)C([C@@H](CO)NC(OC(C)(C)C)=O)C tert-butyl N-[(2S)-3-cyclopropyl-1-hydroxybutan-2-yl]carbamate